(1-(4-cyclobutyl-2-methyl-5-(4H-1,2,4-triazol-3-yl)benzoyl)-4-fluoropiperidin-4-yl)benzonitrile C1(CCC1)C1=CC(=C(C(=O)N2CCC(CC2)(F)C2=C(C#N)C=CC=C2)C=C1C1=NN=CN1)C